2-(5-(1-((1S,3R,4S,5R)-4-fluoro-1-methyl-8-azabicyclo[3.2.1]octan-3-yl)vinyl)pyrazin-2-yl)-5-(1H-imidazol-1-yl)phenol F[C@H]1[C@H](C[C@@]2(CC[C@H]1N2)C)C(=C)C=2N=CC(=NC2)C2=C(C=C(C=C2)N2C=NC=C2)O